3-(2-(2-fluoro-3,4-dihydroxy-5-methoxyphenyl)-1-(3-methyloxetan-3-yl)-1H-benzo[d]imidazol-5-yl)oxazolidin-2-one FC1=C(C=C(C(=C1O)O)OC)C1=NC2=C(N1C1(COC1)C)C=CC(=C2)N2C(OCC2)=O